OC1=CC=CC2=CC=CC(=C12)O 1,8-Dihydroxynaphthalene